NC=1N=NC(=CC1N1CC(CC(C1)C)C1=CC=C(C(=O)OCC)C=C1)Cl Ethyl 4-(1-(3-amino-6-chloropyridazin-4-yl)-5-methylpiperidin-3-yl)benzoate